C(C)OC(=O)C=1C(=NC(=CC1)O)C(F)(F)F 6-hydroxy-2-(trifluoromethyl)pyridine-3-carboxylic acid ethyl ester